ethyl 3-(4-chlorophenyl)-2-((ethoxy carbonyl)(isobutyl)amino)butanoate ClC1=CC=C(C=C1)C(C(C(=O)OCC)N(CC(C)C)C(=O)OCC)C